O-((trimethylsilyl) methyl) hydrazinecarbothioate N(N)C(OC[Si](C)(C)C)=S